C1(CCCCC1)C(CC(=O)O)N1N=CC2=CC(=CC=C12)OCCC1=NC=2NCCCC2C=C1 3-cyclohexyl-3-(5-(2-(5,6,7,8-tetrahydro-1,8-naphthyridin-2-yl)ethoxy)-1H-indazol-1-yl)propionic acid